tert-butyl 4-(2-bromo-6-ethyl-8-oxo-5,8-dihydropyrido[2,3-b]pyrazin-7-yl)piperazine-1-carboxylate BrC=1N=C2C(=NC1)NC(=C(C2=O)N2CCN(CC2)C(=O)OC(C)(C)C)CC